N-[4-(cyanomethyl)-2,5-difluoro-phenyl]-7-keto-6-methyl-4,5-dihydro-1H-pyrrolo[2,3-c]pyridine-3-sulfonamide C(#N)CC1=CC(=C(C=C1F)NS(=O)(=O)C1=CNC=2C(N(CCC21)C)=O)F